(3-(1H-imidazol-1-yl)propionamido)-N-(4-fluorophenyl)cyclopentane-1-carboxamide N1(C=NC=C1)CCC(=O)NC1(CCCC1)C(=O)NC1=CC=C(C=C1)F